COC(OC)[SiH2]CCCN (dimethoxymethylsilyl)propylamine